FC1=C(C(=CC(=C1)C)OCOC)B1OC(C(O1)(C)C)(C)C 2-(2-fluoro-6-(methoxymethoxy)-4-methylphenyl)-4,4,5,5-tetramethyl-1,3,2-dioxaborolane